pyridin-3-yl(8-(m-tolyl)-1,3,4,5-tetrahydro-2H-pyrido[4,3-b]indol-2-yl)methanone N1=CC(=CC=C1)C(=O)N1CC2=C(NC=3C=CC(=CC23)C=2C=C(C=CC2)C)CC1